6-(1-Acetyl-3,6-dihydro-2H-pyridin-4-yl)-N-[(6-amino-2-pyridyl)sulfonyl]-2-(2,4,6-trimethylphenoxy)pyridin-3-carboxamid C(C)(=O)N1CCC(=CC1)C1=CC=C(C(=N1)OC1=C(C=C(C=C1C)C)C)C(=O)NS(=O)(=O)C1=NC(=CC=C1)N